ClC1=C(C(=CC=C1)Cl)C=CC(C)=NOCC1=C(C=CC=C1)C(C(=O)NC)=NOC 2-(2-(3-(2,6-dichloro-phenyl)-1-methyl-allylideneaminooxymethyl)-phenyl)-2-methoxyimino-N-methyl-acetamide